(7R,14R)-11-((S)-3-amino-3-methyl-2,3-dihydrofuro[3,2-b]pyridin-6-yl)-1-(difluoromethoxy)-6-(methyl-d3)-6,7-dihydro-7,14-methanobenzo[f]benzo[4,5]imidazo[1,2-a][1,4]diazocin-5(14H)-one N[C@@]1(COC=2C1=NC=C(C2)C2=CC1=C(N=C3N1[C@H]1C4=C(C(N([C@@H]3C1)C([2H])([2H])[2H])=O)C=CC=C4OC(F)F)C=C2)C